OCCN1N=CC=C1C(=O)N[C@H](C=1N=C2N(N=C(C=C2)C[C@@H]2C(NC[C@@H](C2)C(F)(F)F)=O)C1)C1CCC(CC1)C 1-(2-hydroxyethyl)-N-((S)-((1R,4S)-4-methylcyclohexyl)(6-(((3R,5R)-2-oxo-5-(trifluoromethyl)piperidin-3-yl)methyl)imidazo[1,2-b]pyridazin-2-yl)methyl)-1H-pyrazole-5-carboxamide